(R)-2-(2-((6-(1-aminoisoquinolin-7-yl)-2,3-dihydro-1H-inden-1-yl)oxy)-4-cyanophenyl)acetic acid ethyl ester C(C)OC(CC1=C(C=C(C=C1)C#N)O[C@@H]1CCC2=CC=C(C=C12)C1=CC=C2C=CN=C(C2=C1)N)=O